ClC1=C(C=C2C=C(N=CC2=C1)NC(=O)[C@H]1[C@@H]([C@@H]1C=1C=NN(C1)C)CC)C1CCN(CC1)[C@@]1(COC[C@@H]1F)C (1S,2R,3S)-N-(7-chloro-6-(1-((3R,4R)-4-fluoro-3-methyltetrahydrofuran-3-yl)piperidin-4-yl)isoquinolin-3-yl)-2-ethyl-3-(1-methyl-1H-pyrazol-4-yl)cyclopropane-1-carboxamide